8-(3,4-Dimethoxyphenyl)-2-hydroxy-1H-phenalen-1-one COC=1C=C(C=CC1OC)C=1C=C2C=CC=C3C=C(C(C(C1)=C32)=O)O